2-(2-(((4-iodobenzo[d]thiazol-2-yl)methyl)carbamoyl)-2,3-dihydro-1H-inden-2-yl)acetic acid IC1=CC=CC2=C1N=C(S2)CNC(=O)C2(CC1=CC=CC=C1C2)CC(=O)O